(S)-1-((5-methyl-1H-indazol-7-yl)sulfonyl)azetidine-2-carboxylic acid CC=1C=C2C=NNC2=C(C1)S(=O)(=O)N1[C@@H](CC1)C(=O)O